Cyclohexane-1,4-dicarboxylic acid diethyl ester C(C)OC(=O)C1CCC(CC1)C(=O)OCC